Cl.[N+](=O)([O-])C1=CC=C(C=N1)N1CCNCC1 1-(6-nitropyridine-3-yl)piperazine hydrochloride